7-bromo-2-chloro-N-(3-methoxy-2,6-dimethylphenyl)-5-methyl-[1,2,4]triazolo[1,5-a]pyridin-8-amine BrC1=C(C=2N(C(=C1)C)N=C(N2)Cl)NC2=C(C(=CC=C2C)OC)C